C(C)(C)(C)OC(=O)N1CCC(CC1)(C=O)F.SCCCCCCCCCCN1C=NC=C1 1-(10-mercaptodecyl)imidazole tert-butyl-(4-fluoro-4-formylpiperidin-1-yl)formate